C(CCCCCCCCCCCCCCC)OP(S)(OCCCCCCCCCCCCCCCC)=S di(n-hexadecyl)dithiophosphoric acid